(6aS,8S)-2-methyl-5-(4-(trifluoromethyl)phenyl)-6,6a,7,8,9,10-hexahydro-5H-dipyrido[1,2-a:3',2'-e]pyrazine-8-carboxylic acid CC=1C=CC=2N(C[C@H]3N(C2N1)CC[C@@H](C3)C(=O)O)C3=CC=C(C=C3)C(F)(F)F